4-(((S)-1-(2-chloro-4-methylphenyl)ethyl)amino)-2-fluoro-N-((R,E)-4-(methylsulfonyl)but-3-en-2-yl)benzamide ClC1=C(C=CC(=C1)C)[C@H](C)NC1=CC(=C(C(=O)N[C@H](C)\C=C\S(=O)(=O)C)C=C1)F